C1(CCCC1)C1=NN=C2N1C=C(C=C2)C2=CC=C(C=C2)S(=O)(=O)N2CCC(CC2)NC2=CC=C(C=C2)OC(F)(F)F 1-[4-(3-cyclopentyl-[1,2,4]triazolo[4,3-a]pyridin-6-yl)phenyl]sulfonyl-N-[4-(trifluoromethoxy)phenyl]piperidin-4-amine